5-ethyl-1H-pyrazole-3-carboxylic acid C(C)C1=CC(=NN1)C(=O)O